4-phosphonophenylalanine P(=O)(O)(O)C1=CC=C(C[C@H](N)C(=O)O)C=C1